C(C)(=O)O[C@@H]1[C@@H](O[C@@H]([C@@H]([C@H]1OC(C)=O)NC(C)=O)O[C@@H]1[C@H](OC([C@@H]1OC(C)=O)OC(C)=O)COC(C)=O)CNC(C)=O (2S,3R,4R,5R,6R)-5-acetamido-2-(acetamidomethyl)-6-(((2R,3R,4R)-4,5-diacetoxy-2-(acetoxymethyl)tetrahydrofuran-3-yl)oxy)tetrahydro-2H-pyran-3,4-diyl diacetate